5,5-difluoro-3,3a,4,5,6,7-hexahydro-benzo[c]isoxazole FC1(CC2C(=NOC2)CC1)F